NC=1C=CC(=C2CN(C(C12)=O)CC(C#N)CN1CCN(CC1)C)C1=CC=C2C=NN(C2=C1)C 2-{[7-amino-4-(1-methyl-1H-indazol-6-yl)-1-oxo-2,3-dihydro-1H-isoindol-2-yl]methyl}-3-(4-methylpiperazin-1-yl)propanenitrile